acetyl-diethanolamine C(C)(=O)N(CCO)CCO